manganese monoxide lithium [Li+].[O-2].[Mn+2]